NCC1=C(C(=NC=C1)NC1C(NC(CC1)=O)=O)F 3-((4-(Aminomethyl)-3-fluoropyridin-2-yl)amino)piperidine-2,6-dione